CN(C1=CC=C(C=N1)S(=O)(=O)C1=CC=C(C=C1)CNC(=O)C=1C=CC=2N(C1)C=CN2)C N-({4-[6-(dimethylamino)pyridine-3-sulfonyl]phenyl}methyl)imidazo[1,2-a]pyridine-6-carboxamide